C(=O)(OCC1C2=CC=CC=C2C2=CC=CC=C12)N[C@@H](CCCNC(NS(=O)(=O)C1=C(C(=C2C(CC(O2)(C)C)C1C)C)C)=N)C(=O)O Nα-Fmoc-Nω-(2,2,4,6,7-pentamethyldihydrobenzofuran-5-sulfonyl)-L-arginine